Bis[1,3-bis(2,4,6-trimethylphenyl)-2-imidazolidinylidene]dichloro(buteneylidene)ruthenium(II) CC1=C(C(=CC(=C1)C)C)N1C(N(CC1)C1=C(C=C(C=C1C)C)C)=[Ru-6](=C=CCC)(Cl)(Cl)=C1N(CCN1C1=C(C=C(C=C1C)C)C)C1=C(C=C(C=C1C)C)C